2-(2,5-dichlorophenyl)methyl-4,4-dimethyl-3-isoOxazolidinone ClC1=C(C=C(C=C1)Cl)CN1OCC(C1=O)(C)C